COC(=O)C1=NC(=NO1)C1=CC=NC=C1 3-(4-pyridyl)-1,2,4-oxadiazole-5-carboxylic acid methyl ester